C(CC(=O)C)(=O)O.O=C(CC(=O)OCC)C ethyl 3-oxobutyrate (acetoacetate)